but-2-ene-1,4-diamine C(C=CCN)N